N-(5-(((5-(tert-butyl)oxazol-2-yl)methyl)thio)thiazol-2-yl)-1-(3-((2,6-dioxopiperidin-3-yl)amino)benzyl)piperidine-4-carboxamide C(C)(C)(C)C1=CN=C(O1)CSC1=CN=C(S1)NC(=O)C1CCN(CC1)CC1=CC(=CC=C1)NC1C(NC(CC1)=O)=O